(2S)-2-[(2S)-2-acetamidopropanamido]-5,5-dimethylhexanoic acid C(C)(=O)N[C@H](C(=O)N[C@H](C(=O)O)CCC(C)(C)C)C